N-(3-amino-2,2-dimethyl-3-oxopropyl)-2-methyl-5-((4-methylthiazol-5-yl)methoxy)benzofuran-3-carboxamide NC(C(CNC(=O)C1=C(OC2=C1C=C(C=C2)OCC2=C(N=CS2)C)C)(C)C)=O